C(C=C)[C@H]1[C@@H](CCC1)O |o1:3,4| (1R*,2S*)-2-Allylcyclopentan-1-ol